ClC=1C=CC2=C(NC(=N2)[C@@H](CC)C2CCC(CC2)OC2=CC=NC3=CC=CC=C23)C1 4-(((1s,4s)-4-(1-(6-chloro-1H-benzo[d]imidazol-2-yl)propyl)cyclohexyl)oxy)quinoline